3,4,6-triacetyl-alpha-D-galactopyranose C(C)(=O)[C@]1([C@H]([C@@H](O)O[C@@H]([C@@]1(O)C(C)=O)C(O)C(C)=O)O)O